tert-butyl N-[(1R,3S)-3-[7-methoxy-6-(trifluoromethyl)-[1,2,4]triazolo[4,3-a]pyridin-3-yl]cyclohexyl]carbamate COC1=CC=2N(C=C1C(F)(F)F)C(=NN2)[C@@H]2C[C@@H](CCC2)NC(OC(C)(C)C)=O